FC=1C=C(C=CC1NC(=O)C=1N=CC=2N(C1)C=C(N2)C)N2C[C@H]1CC[C@@H](C2)N1C(=O)OC(C)(C)C tert-butyl (1r,5s)-3-(3-fluoro-4-(2-methylimidazo[1,2-a]pyrazine-6-carboxamido) phenyl)-3,8-diazabicyclo[3.2.1]octane-8-carboxylate